3-Acetamido-N-(2-oxo-2,3-dihydro-1H-benzo[d]imidazol-5-yl)propanamide C(C)(=O)NCCC(=O)NC1=CC2=C(NC(N2)=O)C=C1